2,2'-[(4-amino-3-nitrophenyl)imino]bisethanol hydrochloride Cl.NC1=C(C=C(C=C1)N(CCO)CCO)[N+](=O)[O-]